C(C)NC=1N=CC2=C(N1)NC=C2C=2C=CC=1N(C2)C(=CN1)F N-ethyl-5-(3-fluoroimidazo[1,2-a]pyridin-6-yl)-7H-pyrrolo[2,3-d]pyrimidin-2-amine